bis(2,4-difluorophenylpyridine) tetrakis(1-pyrazolyl)borate iridium (III) [Ir+3].N1(N=CC=C1)[B-](N1N=CC=C1)(N1N=CC=C1)N1N=CC=C1.FC1=C(C=CC(=C1)F)C1=NC=CC=C1.FC1=C(C=CC(=C1)F)C1=NC=CC=C1.N1(N=CC=C1)[B-](N1N=CC=C1)(N1N=CC=C1)N1N=CC=C1.N1(N=CC=C1)[B-](N1N=CC=C1)(N1N=CC=C1)N1N=CC=C1